(2E)-3-(3,4-dihydroxy-5-nitrophenyl)-N-(prop-2-ynyl)prop-2-enamide tert-butyl-3-[[(1S)-1-(cyanomethyl)-2-hydroxyethyl]amino]pyrrolidine-1-carboxylate C(C)(C)(C)OC(=O)N1CC(CC1)N[C@H](CO)CC#N.OC=1C=C(C=C(C1O)[N+](=O)[O-])/C=C/C(=O)NCC#C